C1(=C(C=CC=C1)C1=CC(OC2=CC(=CC=C12)OC(C(=O)N1CC(CCC1)S(=O)(=O)N)C)=O)C 1-[2-[4-(o-tolyl)-2-oxo-chromen-7-yl]oxypropionyl]piperidine-3-sulfonamide